Cl.Cl.N(=NC(C)(C)C=1NCCN1)C(C)(C)C=1NCCN1 2,2'-azobis[2-(2-imidazolin-2-yl)propane] dihydrochloride salt